chlorosulfamoyl isocyanate ClNS(=O)(=O)N=C=O